[Br-].CN1C(SC2=C1C=CC=C2)=CC2=CC=[NH+]C1=CC=CC=C21 4-{[3-methyl-2,3-dihydro-1,3-benzothiazol-2-ylidene]methyl}quinoline-1-ium bromide